isopropyl (S)-2-((S)-3-(1H-indol-3-yl)-2-(2-(methylamino)-2-oxoethoxy)propanamido)-6-diazo-5-oxohexanoate N1C=C(C2=CC=CC=C12)C[C@@H](C(=O)N[C@H](C(=O)OC(C)C)CCC(C=[N+]=[N-])=O)OCC(=O)NC